methyl (3R,6S)-1-(2-(4-bromophenyl) acetyl)-6-methylpiperidine-3-carboxylate BrC1=CC=C(C=C1)CC(=O)N1C[C@@H](CC[C@@H]1C)C(=O)OC